(E)-3-[(3,4-dimethyl-5-oxo-2H-furan-2-yl)oxy]-2-indazol-1-yl-N-methyl-prop-2-enamide CC=1C(OC(C1C)=O)O/C=C(\C(=O)NC)/N1N=CC2=CC=CC=C12